C(C)(C)(C)OC(=O)N1C[C@@H](N(CC1)C=1C2=C(N=CN1)N(C=C2I)C21CCC(CC2)CC1)C (S)-4-(7-(bicyclo[2.2.2]oct-1-yl)-5-iodo-7H-pyrrolo[2,3-d]pyrimidin-4-yl)-3-methylpiperazine-1-carboxylic acid tert-butyl ester